N-(5-((6-((R)-3-benzylisoxazolidine-2-yl)pyrimidine-4-yl)amino)-2-(4-(2-(dimethylamino)ethyl)piperazine-1-yl)-4-methoxyphenyl)acrylamide C(C1=CC=CC=C1)[C@H]1N(OCC1)C1=CC(=NC=N1)NC=1C(=CC(=C(C1)NC(C=C)=O)N1CCN(CC1)CCN(C)C)OC